6-(4-cyanophenoxy)picolinic acid C(#N)C1=CC=C(OC2=CC=CC(=N2)C(=O)O)C=C1